C(C)(C)(C)OC(=O)N1CC2(C1)CCN(CC2)C2=CC1=C(N=C(N=C1N[C@H](C)C1=C(C(=CC=C1)C(F)F)F)C)C=N2 7-[4-({(1R)-1-[3-(difluoromethyl)-2-fluorophenyl]ethyl}amino)-2-methylpyrido[3,4-d]pyrimidin-6-yl]-2,7-diazaspiro[3.5]nonane-2-carboxylic acid tert-butyl ester